2-[2-(1,2,3,5,6,7,8,8a-Octahydroindolizin-6-ylamino)oxazolo[4,5-b]pyridin-5-yl]-5-chloro-3-methyl-phenol C1CCN2CC(CCC12)NC=1OC=2C(=NC(=CC2)C2=C(C=C(C=C2C)Cl)O)N1